C[N+](CCCC)(CCCC)C N,N-dimethyl-N,N-dibutylammonium